FC(C1=CC2=C(SC(=C2)C(N[C@H]2CCCC[C@@H]3N(C2=O)[C@@H](CC3)C(=O)N3C[C@@H](CC3)C3=CC=CC=C3)=O)C=C1)(F)P(O)(O)=O (difluoro(2-(((3S,6S,10aS)-5-oxo-3-((S)-3-phenylpyrrolidine-1-carbonyl)decahydropyrrolo[1,2-a]azocin-6-yl)carbamoyl)benzo[b]thiophen-5-yl)methyl)phosphonic acid